Tetrahydro-2H-pyran-4-yl(8-amino-6-(4,7-dimethyl-5,6,7,8-tetrahydro-1,5-naphthyridin-3-yl)-7-fluoroisoquinolin-3-yl)carbamate O1CCC(CC1)OC(NC=1N=CC2=C(C(=C(C=C2C1)C=1C=NC=2CC(CNC2C1C)C)F)N)=O